NC=1C(=NC(=C(N1)C1=CC=C(C=C1)F)Cl)C#N 3-Amino-6-chloro-5-(4-fluorophenyl)pyrazine-2-carbonitrile